ClC1=CC=C(C=C1)[C@H]1C[C@@H](CO1)C1=NOC(=N1)CN1C(NC=2N=CN(C2C1=O)C)=O 1-((3-((3R,5R)-5-(4-Chlorophenyl)-Tetrahydrofuran-3-Yl)-1,2,4-Oxadiazol-5-Yl)Methyl)-7-Methyl-1H-Purine-2,6(3H,7H)-Dione